2-oxo-3-(1-phenylethyl)-2,3-dihydro-1H-benzo[d]Imidazole-1-carboxylic acid tert-butyl ester C(C)(C)(C)OC(=O)N1C(N(C2=C1C=CC=C2)C(C)C2=CC=CC=C2)=O